NC1=C2N=CN(C2=NC=N1)CC(C)OCP(O)(O)=O 1-(6-aminopurin-9-yl)propan-2-yloxymethylphosphonic acid